[Fe].[Pt] Platinum-Iron